C(C=C)(=O)N1CCN(CC1)C1=NC=NC2=CC=C(C=C12)C=1C=C(C(=NC1)OC1CCCC1)NS(=O)(=O)C1=C(C=C(C=C1)F)F N-(5-(4-(4-acryloylpiperazin-1-yl)quinazolin-6-yl)-2-(cyclopentyloxy)pyridin-3-yl)-2,4-difluoro-benzene-sulfonamide